3-(6-fluoro-1-benzothien-2-yl)-3-oxopropanenitrile FC1=CC2=C(C=C(S2)C(CC#N)=O)C=C1